(±)-4-[1-hydroxy-4-[4-(hydroxydiphenylmethyl)-1-piperidinyl]-butyl]-α,α-dimethyl-benzeneacetic acid O[C@H](CCCN1CCC(CC1)C(C1=CC=CC=C1)(C1=CC=CC=C1)O)C1=CC=C(C=C1)C(C(=O)O)(C)C |r|